ClC1=CC=C2CCCC(C2=C1)(C(=O)OC)CC1=NC(=NC(=C1[N+](=O)[O-])O)O methyl 7-chloro-1-((2,6-dihydroxy-5-nitropyrimidin-4-yl) methyl)-1,2,3,4-tetrahydronaphthalene-1-carboxylate